(norbornadiene) ruthenium [Ru].C12=CC=C(CC1)C2